N-(2-methoxyethyl)-2-[[4-[5-(trifluoromethyl)-1,2,4-oxadiazol-3-yl]phenyl]methyl]-4-thiazolecarboxamide COCCNC(=O)C=1N=C(SC1)CC1=CC=C(C=C1)C1=NOC(=N1)C(F)(F)F